NCC1(CCN(CC1)C=1C(NC(=CN1)SC1=C(C(=CC=C1)OC)Cl)=O)C 3-(4-(Aminomethyl)-4-methylpiperidin-1-yl)-6-((2-chloro-3-methoxyphenyl)thio)pyrazin-2(1H)-on